ditert-butyl (2S,3Z)-3-(dimethylaminomethylene)-4-oxo-pyrrolidine-1,2-dicarboxylate CN(C)\C=C/1\[C@H](N(CC1=O)C(=O)OC(C)(C)C)C(=O)OC(C)(C)C